ClC=1C(=NC=C(C1)OC)CNC(=O)[C@H]1CCN(C2(CC2)C1)C(=O)C1=NNC(=C1)C1=CC(=NC=C1F)C (S)-N-((3-chloro-5-methoxypyridin-2-yl)methyl)-4-(5-(5-fluoro-2-methylpyridin-4-yl)-1H-pyrazole-3-carbonyl)-4-azaspiro[2.5]Octane-7-carboxamide